ClC1=CC=C(C=C1)N1N=C(N(C1=O)C)C(=O)N 1-(4-chlorophenyl)-4-methyl-5-oxo-4,5-dihydro-1H-1,2,4-triazole-3-carboxamide